(1s,2R)-2-((R)-5H-imidazo[5,1-a]isoindol-5-yl)-3,3-dimethylcyclobutan-1-ol C=1N=CN2C1C1=CC=CC=C1[C@H]2[C@@H]2[C@H](CC2(C)C)O